C(C)(C)(C)OC(N[C@@]1(CNCC1)C)=O (S)-(3-methylpyrrolidin-3-yl)carbamic acid tert-butyl ester